5-[4-amino-5-(trifluoromethyl)pyrrolo[2,1-f][1,2,4]triazin-7-yl]-N-[(3R,4S)-1-(3,5-difluorobenzoyl)-4-fluoropyrrolidin-3-yl]-2-methylbenzamide NC1=NC=NN2C1=C(C=C2C=2C=CC(=C(C(=O)N[C@@H]1CN(C[C@@H]1F)C(C1=CC(=CC(=C1)F)F)=O)C2)C)C(F)(F)F